3-(1,2,5-trimethyl-1H-indol-3-yl)propionic acid CN1C(=C(C2=CC(=CC=C12)C)CCC(=O)O)C